NC(C(=O)[O-])CC aminobutyric acid anion